(S)-5-methyl-6-(8-methyl-3-morpholino-7,8-dihydro-1,6-naphthyridin-6(5H)-yl)pyridazine CC=1C=CN=NC1N1CC=2C=C(C=NC2[C@H](C1)C)N1CCOCC1